(E)-1-(2-(3-fluorophenyl)phenyl)-3-(3-hydroxy-4-methoxyphenyl)-2-propen-1-one FC=1C=C(C=CC1)C1=C(C=CC=C1)C(\C=C\C1=CC(=C(C=C1)OC)O)=O